4-sulfamoylphenylmethacrylamide S(N)(=O)(=O)C1=CC=C(C=C1)C=C(C(=O)N)C